tert-butyl (S)-3-mercaptopyrrolidine-1-carboxylate S[C@@H]1CN(CC1)C(=O)OC(C)(C)C